5-[(1R)-1-(3,5-dichloro-4-pyridyl)ethoxy]-3-[5-fluoro-6-(2-methylsulfonyl-2,6-diazaspiro[3.3]heptan-6-yl)-3-pyridyl]-1-tetrahydropyran-2-yl-indazole ClC=1C=NC=C(C1[C@@H](C)OC=1C=C2C(=NN(C2=CC1)C1OCCCC1)C=1C=NC(=C(C1)F)N1CC2(CN(C2)S(=O)(=O)C)C1)Cl